COC(=O)C=1C=CC2=C(OC3=C2C=CC(=C3)S(=O)(=O)C)C1 7-(methylsulfonyl)dibenzo[b,d]furan-3-carboxylic acid methyl ester